(9H-fluoren-9-yl)methyl (3-((((9H-fluoren-9-yl)methoxy)carbonyl)amino)propyl)(3-((tert-butoxycarbonyl)amino)propyl)carbamate C1=CC=CC=2C3=CC=CC=C3C(C12)COC(=O)NCCCN(C(OCC1C2=CC=CC=C2C=2C=CC=CC12)=O)CCCNC(=O)OC(C)(C)C